C(C)(=O)O.FC=1C=C(C=CC1)C1=CC=CC=C1 3'-fluorobiphenyl acetate